C1(CCCC1)N1C(=CC2=C1N=C(N=C2)NC2=NC=C(C=C2)N2CCN(CC2)C(CCCCCCCCCCCCC)=O)C(=O)N(C)C 7-cyclopentyl-N,N-dimethyl-2-[[5-(4-tetradecanoylpiperazin-1-yl)-2-pyridinyl]amino]pyrrolo[2,3-d]pyrimidine-6-carboxamide